5-(4-((2-(3-ethylureido)pyrimidin-4-yl)methyl)piperazin-1-yl)-6-fluoro-N-methylpicolinamide C(C)NC(NC1=NC=CC(=N1)CN1CCN(CC1)C=1C=CC(=NC1F)C(=O)NC)=O